(R)-3,5-dichloro-2-(6-((1-methylpiperidin-3-yl)amino)pyridazin-3-yl)phenol ClC=1C(=C(C=C(C1)Cl)O)C=1N=NC(=CC1)N[C@H]1CN(CCC1)C